3-[6-(2-cyano-3,6-difluoro-anilino)-4-oxo-quinazolin-3-yl]-1-oxa-8-azaspiro[4.5]decane-8-carboxylate C(#N)C1=C(NC=2C=C3C(N(C=NC3=CC2)C2COC3(C2)CCN(CC3)C(=O)[O-])=O)C(=CC=C1F)F